(4-{[2-(cyclopropanecarboxamido)pyridin-4-yl]oxy}-3-fluorophenyl)-1-(2-fluorophenyl)-4-methyl-5-oxo-4,5-dihydro-1H-1,2,4-triazole-3-carboxamide C1(CC1)C(=O)NC1=NC=CC(=C1)OC1=C(C=C(C=C1)NC(=O)C1=NN(C(N1C)=O)C1=C(C=CC=C1)F)F